NC1=NC2=C(C=3N1N=C(N3)C=3OC=CC3)SC(N2CCN2CCN(CC2)C2=C(C=C(OCCN(CC(=O)N)C)C=C2)F)=O 2-((2-(4-(4-(2-(5-amino-8-(furan-2-yl)-2-oxothiazolo[5,4-e][1,2,4]triazolo[1,5-c]pyrimidin-3(2H)-yl)ethyl)piperazin-1-yl)-3-fluorophenoxy)ethyl)(methyl)amino)acetamide